N-(2-((Piperidin-1-yl)methyl)quinolin-8-yl)-4-(trifluoromethyl)-benzenesulfonamide N1(CCCCC1)CC1=NC2=C(C=CC=C2C=C1)NS(=O)(=O)C1=CC=C(C=C1)C(F)(F)F